CC1=C(C=2N(C=C1C1=C(C(=NN1)C=1SC(=C(N1)C)C1CCN(CC1)CCOC)C(C)C)N=CN2)C 2-(5-(7,8-dimethyl-[1,2,4]triazolo[1,5-a]pyridin-6-yl)-4-isopropyl-1H-pyrazol-3-yl)-5-(1-(2-methoxyethyl)piperidin-4-yl)-4-methylthiazole